N-((4-(5-(tert-butyl)-1,2,4-oxadiazol-3-yl)bicyclo[2.2.2]octan-1-yl)methyl)-N-(3-((5-(difluoromethoxy)pyridin-2-yl)oxy)phenyl)-3-fluorobicyclo[1.1.1]pentane-1-carboxamide C(C)(C)(C)C1=NC(=NO1)C12CCC(CC1)(CC2)CN(C(=O)C21CC(C2)(C1)F)C1=CC(=CC=C1)OC1=NC=C(C=C1)OC(F)F